3',4',5'-trifluoro[1,1'-biphenyl] FC=1C=C(C=C(C1F)F)C1=CC=CC=C1